CC(CCNC(C(C)(C)C)=O)(C)S(=O)(=O)C1=CC=C(C)C=C1 N-(3-methyl-3-(p-toluenesulfonyl)butyl)pivalamide